COC1=CC=C(C=N1)CN1C2CC(CC1CN(C2)C2=CC=C(C=N2)C=2C=C(NC2)C=2C=NN(C2)C)=O 4-(6-(9-((6-methoxypyridin-3-yl)methyl)-3-oxo-7,9-diazabicyclo[3.3.1]nonan-7-yl)pyridin-3-yl)-2-(1-methyl-1H-pyrazol-4-yl)-1H-pyrrole